1-(2-(6-chloro-2-(4-methylpiperazin-1-yl)pyrimidin-4-yl)-2,7-diazaspiro[3.5]nonan-7-yl)ethan-1-one ClC1=CC(=NC(=N1)N1CCN(CC1)C)N1CC2(C1)CCN(CC2)C(C)=O